3-((4-(piperidin-4-yl)phenyl)amino)pyrazin-2-carboxamide N1CCC(CC1)C1=CC=C(C=C1)NC=1C(=NC=CN1)C(=O)N